BrC1=C(C(=C(C=C1)S(=NC)(=O)C1CC1)C)F 1-(4-bromo-3-fluoro-2-methylphenyl)-1-cyclopropyl-N-methyl-1-oxo-λ6-sulfanimine